CC=C(C(=O)[O-])Cl methylchloroacrylat